N2-{[(9H-fluoren-9-yl)methoxy]carbonyl}-N5-(pyrazine-2-carbonyl)-L-ornithine C1=CC=CC=2C3=CC=CC=C3C(C12)COC(=O)N[C@@H](CCCNC(=O)C1=NC=CN=C1)C(=O)O